C(C1=CC=CC=C1)OC1=NC=2OCCOCCOC=3C=C(C=CC3N3N=CC1=C3N2)F 17-benzyloxy-5-fluoro-8,11,14-trioxa-1,16,20,22-tetrazatetracyclo[13.5.2.02,7.018,21]docosa-2(7),3,5,15(22),16,18(21),19-heptaene